C(C1=CC=CC=C1)OC=1C=CC2=C(C(=C(O2)C)C(=O)NCCC2=CC=CC=C2)C1 5-(benzyloxy)-2-methyl-N-phenethyl-benzofuran-3-carboxamide